FC1=C(C=CC(=C1)OC1=CC=CC=C1)NC=1C2=C(N=CN1)C=CC(=N2)N2CC1(CCN1C(C=C)=O)C2 1-(6-(4-((2-fluoro-4-phenoxyphenyl)amino)pyrido[3,2-d]pyrimidin-6-yl)-1,6-diazaspiro[3.3]heptan-1-yl)prop-2-en-1-one